4-(3-chlorobenzyl)-1-(2-(pyrimidin-4-yl)nicotinoyl)piperidine-4-carbonitrile ClC=1C=C(CC2(CCN(CC2)C(C2=C(N=CC=C2)C2=NC=NC=C2)=O)C#N)C=CC1